(S)-N-(3-(1-((1H-pyrazolo[3,4-b]pyrazin-6-yl)amino)ethyl)phenyl)-5-cyclopropylnicotinamide N1N=CC=2C1=NC(=CN2)N[C@@H](C)C=2C=C(C=CC2)NC(C2=CN=CC(=C2)C2CC2)=O